FC1=CC2=C(CCO2)C=C1[C@H]1[C@@H](C(N(C1)CC=1OC(=NN1)C)=O)NC(=O)NC1=CC=C(C=C1)F |o1:10,11| (-)-1-{(3S*,4R*)-4-(6-fluoro-2,3-dihydrobenzofuran-5-yl)-1-[(5-methyl-1,3,4-oxadiazol-2-yl)methyl]-2-oxopyrrolidin-3-yl}-3-(4-fluorophenyl)urea